Ethyl(2,4,6-trimethylbenzoyl)-phenylphosphinat C(C)OP(=O)(C1=CC=CC=C1)C(C1=C(C=C(C=C1C)C)C)=O